N(=NC(C)(C(=O)CC)C)C(C)(C(=O)CC)C 2,2'-azobis(2-methylpropione)